2-p-benzoylphenyl-3,1-benzoxazine-4-one C(C1=CC=CC=C1)(=O)C1=CC=C(C=C1)C1=NC2=C(C(O1)=O)C=CC=C2